C(C)O[C@@H]1OC(C[C@@H]1NC(=O)[C@H]1N(CCC1)C([C@H](C(C)(C)C)NOC(=O)C1=CC(=C(C=C1)N)Cl)=O)=O (S)-1-((S)-2-{[1-(4-amino-3-chloro-phenyl)-formyloxy]-amino}-3,3-dimethyl-butyryl)-pyrrolidine-2-carboxylic acid ((2r,3S)-2-ethoxy-5-oxo-tetrahydro-furan-3-yl)-amide